(S)-4-(7-(cis-3-cyanocyclohexyl)-5-(pyrrolidin-1-yl)-7H-pyrrolo[2,3-d]pyrimidin-4-yl)-3-methylpiperazine-1-carboxylic acid tert-butyl ester C(C)(C)(C)OC(=O)N1C[C@@H](N(CC1)C=1C2=C(N=CN1)N(C=C2N2CCCC2)[C@@H]2C[C@@H](CCC2)C#N)C